N-[2-(tert-butylamino)ethyl]-2-(6-(5-chloro-2-[(oxan-4-yl)amino]pyrimidin-4-yl)-1-oxo-2,3-dihydro-1H-isoindol-2-yl)acetamide C(C)(C)(C)NCCNC(CN1C(C2=CC(=CC=C2C1)C1=NC(=NC=C1Cl)NC1CCOCC1)=O)=O